6-chloro-N-(2,4-dimethoxybenzyl)-1-(tetrahydro-2H-pyran-2-yl)-1H-pyrazolo[4,3-c]pyridin-4-amine ClC1=CC2=C(C(=N1)NCC1=C(C=C(C=C1)OC)OC)C=NN2C2OCCCC2